C(C)OC(=O)CCC[C@@H](C)[C@H]1CC[C@H]2C3=CC=C4C=C(C=C[C@]4(C)[C@H]3CC[C@]12C)OC(C)=O 3-acetoxy-cholane-1,3,5,7-tetraene-24-carboxylic acid ethyl ester